O(C1=CC=CC=C1)C(COCCO)O Phenoxydiethylenglycol